(pyrazolo[1,5-b]pyridazin-3-yl)methanone N1=CC(=C2N1N=CC=C2)C=O